6-[3-(difluoromethyl)phenyl]-1-(2-pyridylmethyl)-3H-imidazo[4,5-b]pyridin-2-one FC(C=1C=C(C=CC1)C=1C=C2C(=NC1)NC(N2CC2=NC=CC=C2)=O)F